2-(1-(1,4-diazepan-1-yl)butyl)-6-bromo-7-fluoro-3-propylquinazolin-4(3H)-one N1(CCNCCC1)C(CCC)C1=NC2=CC(=C(C=C2C(N1CCC)=O)Br)F